tert-butyl (1-(4-(2-oxo-4-(piperazine-1-carboxamido)pyrimidin-1(2H)-yl)benzyl)piperidin-4-yl)carbamate O=C1N(C=CC(=N1)NC(=O)N1CCNCC1)C1=CC=C(CN2CCC(CC2)NC(OC(C)(C)C)=O)C=C1